C(CCCC)OC(NC1=NC(=CC=C1)CO\N=C(\C1=CC=CC=C1)/C1=NN=NN1C)=O.C(=CCCCCCCCCCC)C(C(=O)N)CC(=O)N dodecenyl-succinamide pentyl-N-[6-[[(Z)-[(1-methyltetrazol-5-yl)-phenyl-methylene]amino]oxymethyl]-2-pyridyl]carbamate